FC=1C=C(C=CC1C=1C(=NNC1)C(F)(F)F)C1=CN=C(N1C)C(=O)N 5-[3-fluoro-4-[3-(trifluoromethyl)-1H-pyrazol-4-yl]phenyl]-1-methyl-imidazole-2-carboxamide